C(C)(SCC(CO)(C)C)=O S-(3-hydroxy-2,2-dimethylpropyl) ethanethioate